epoxyazepane N12C(CCCCC1)O2